NC(C[C@@H](C#C)NC(=O)[C@H]1N(CCCCC1)C(=O)C1(CC1)C1=CC=C(C=C1)OC(F)(F)F)=O (2S)-N-[(1S)-1-(2-Amino-2-oxo-ethyl)prop-2-ynyl]-1-[1-[4-(trifluoromethoxy)phenyl]-cyclopropanecarbonyl]azepane-2-carboxamide